O=C1NC2(CN(C2)C(=O)N2CC3(C2)CCC(CC3)NS(=O)(=O)C3=CC(=CC=C3)OC(F)(F)F)CC1 N-[2-(6-keto-2,5-diazaspiro[3.4]octane-2-carbonyl)-2-azaspiro[3.5]nonan-7-yl]-3-(trifluoromethoxy)benzene-sulfonamide